FC1=C(C=C(C=C1C)S(=O)(=O)Cl)C 4-fluoro-3,5-dimethylbenzenesulfonyl chloride